N-((1-(6-(6-(difluoromethyl)imidazo[1,2-b]pyridazin-3-yl)pyrimidin-4-yl)-4-hydroxypyrrolidin-3-yl)methyl)methanesulfonamide FC(C=1C=CC=2N(N1)C(=CN2)C2=CC(=NC=N2)N2CC(C(C2)O)CNS(=O)(=O)C)F